1,4,8,11-tetramethylenenitrotetraazacyclotetradecane diethyl-phosphate C(C)OP(=O)(OCC)O.C=C1N(NC(NNCC(CCC(CCC1)=C)=C)=C)[N+](=O)[O-]